tert-butyl 3-[[1-(4-morpholinopyrido[3,2-d]pyrimidin-2-yl)pyrazol-3-yl]methyl]pyrrolidine-1-carboxylate O1CCN(CC1)C=1C2=C(N=C(N1)N1N=C(C=C1)CC1CN(CC1)C(=O)OC(C)(C)C)C=CC=N2